L-2-amino-4-bromobutyric acid ethyl ester C(C)OC([C@H](CCBr)N)=O